5-(4-pyridinecarbonyl)-3-(1-azabicyclo[5.4.0]undecan-4-yl)-benzothiophene N1=CC=C(C=C1)C(=O)C=1C=CC2=C(C(=CS2)C2CCN3CCCCC3CC2)C1